2-{[(tert-butoxy)carbonyl]amino}-3,3-dimethylbutyric acid C(C)(C)(C)OC(=O)NC(C(=O)O)C(C)(C)C